3-(2-ethoxy-2-oxoethyl)-4-(3-nitro-5-(Trifluoromethyl)pyridin-2-yl)piperazine-1-carboxylate C(C)OC(CC1CN(CCN1C1=NC=C(C=C1[N+](=O)[O-])C(F)(F)F)C(=O)[O-])=O